FC1=C(C=CC(=C1)F)C1=CC(=CN1S(=O)(=O)C1=CC=C(C=C1)F)CNC([2H])([2H])[2H] N-((5-(2,4-difluorophenyl)-1-((4-fluorophenyl)sulfonyl)-1H-pyrrol-3-yl)methyl)methane-d3-amine